C(C)(C)(C)OC(=O)NCCCN(CC(CCCCCC(=O)OC(CCCCCCCC)CCCCCCCC)O[Si](C)(C)C(C)(C)C)CC(CCCC(=O)OCCCCCCCCCCC)O[Si](C)(C)C(C)(C)C 1-octylnonyl 8-{[3-(tert-butoxycarbonylamino)propyl]{2-[(tert-butyl)bis(methyl)siloxy]-5-(undecyloxycarbonyl)pentyl}amino}-7-[(tert-butyl)bis(methyl) siloxy]octanoate